[Si](C)(C)(C(C)(C)C)OC(C)N (Tert-Butyldimethylsilanyloxy)ethan-1-amine